(R)-2-chloro-N-(5-chloro-6-((S)-tetrahydrofuran-2-yl)pyridin-3-yl)-8-methyl-8-(trifluoromethyl)-7,8-dihydro-6H-pyrazolo[1,5-a]pyrrolo[2,3-e]pyrimidine-6-carboxamide ClC1=NN2C(N=CC3=C2[C@@](CN3C(=O)NC=3C=NC(=C(C3)Cl)[C@H]3OCCC3)(C(F)(F)F)C)=C1